4-[3-(2,6-Dichloro-4-fluorobenzoyl)-2,4-dihydro-1,3-benzoxazin-8-yl]-5-fluoro-2-(3-oxa-8-azabicyclo[3.2.1]oct-8-yl)benzoic acid methyl ester COC(C1=C(C=C(C(=C1)F)C1=CC=CC=2CN(COC21)C(C2=C(C=C(C=C2Cl)F)Cl)=O)N2C1COCC2CC1)=O